[O-]P([O-])(=S)OP(=S)([O-])OP(=S)([O-])OP(=S)([O-])[O-] tetrathio-tetraphosphate